NC1=NC=2C=C(C(=CC2C2=C1COC2)C(=O)N2[C@@H](COC[C@@H]2C)C=2C=NC(=CC2)Cl)F (4-amino-7-fluoro-1,3-dihydrofuro[3,4-c]quinolin-8-yl)((3R,5S)-3-(6-chloro-3-pyridinyl)-5-methyl-4-morpholinyl)methanone